C(#N)C=1C=CC(=NC1)OC[C@@H]1CC[C@H](CC1)C(=O)N1OCC[C@H]1C=1C=NC=C(C#N)C1 trans-5-((S)-2-(4-(((5-cyanopyridin-2-yl)oxy)methyl)cyclohexane-1-carbonyl)isoxazolidin-3-yl)nicotinonitrile